(1s,3s)-3-(1-bromo-8-chloroimidazo[1,5-a]pyrazin-3-yl)-1-methylcyclobutane-1-ol BrC=1N=C(N2C1C(=NC=C2)Cl)C2CC(C2)(O)C